2-bromo-N-[1-(2,6-difluorophenyl)-4,5-dihydro-1H-pyrazol-3-yl]benzamide BrC1=C(C(=O)NC2=NN(CC2)C2=C(C=CC=C2F)F)C=CC=C1